(3S,3'R)-3'-phenyl-1'-(2,2,2-trifluoroethyl)spiro[indoline-3,2'-pyrrolidine]-2,5'-dione C1(=CC=CC=C1)[C@@H]1[C@@]2(N(C(C1)=O)CC(F)(F)F)C(NC1=CC=CC=C12)=O